ClC1=NC=C(C=N1)C(=O)NC1=NN(CC1C)C1=CC(=C(C=C1)Cl)Cl 2-chloro-N-(1-(3,4-dichlorophenyl)-4-methyl-4,5-dihydro-1H-pyrazol-3-yl)pyrimidine-5-carboxamide